dinonyl 6,6'-((3-((6-((4,4-bis(((Z)-oct-5-en-1-yl)oxy)butanoyl)oxy)hexyl)(2-hydroxyethyl)amino)propyl)azanediyl)dihexanoate C(CCC\C=C/CC)OC(CCC(=O)OCCCCCCN(CCCN(CCCCCC(=O)OCCCCCCCCC)CCCCCC(=O)OCCCCCCCCC)CCO)OCCCC\C=C/CC